C(#N)C(C)(C)C=1C=C(C(=O)NC(C)C2=NC=CN=C2C2=NC=C(C=C2)OCC(F)(F)F)C=C(C1)C(F)(F)F 3-(1-cyano-1-methyl-ethyl)-N-[1-[3-[5-(2,2,2-trifluoroethoxy)-2-pyridyl]pyrazin-2-yl]ethyl]-5-(trifluoromethyl)benzamide